CC(CNC(OC(C)(C)C)=O)(C)C1=CC(=CC=C1)C(NCC(=O)NC=1SC=C(N1)C1=CC(=CC=C1)C1=CC(=NC=C1)N(C(C)=O)C)=O tert-butyl (2-methyl-2-(3-((2-((4-(3-(2-(N-methylacetamido)pyridin-4-yl)phenyl)thiazol-2-yl)amino)-2-oxoethyl)carbamoyl)phenyl)propyl)carbamate